C(C)(C)(C)NC(C=C)=O N-(tertbutyl)acrylamide